O=C1NC(CCC1NC(=O)C1=CN(C2=CC=CC=C12)C)=O N-(2,6-dioxo-3-piperidyl)-1-methyl-indole-3-carboxamide